2-(5-fluoro-3-pyridyl)-N-[2-(1H-indol-3-yl)ethyl]-7,7-dimethyl-6,8-dihydropyrimido[5,4-b][1,4]oxazin FC=1C=C(C=NC1)C1N=CC=2OCC(NC2N1CCC1=CNC2=CC=CC=C12)(C)C